3-{2-[(dimethylamino)methyl]-1H-indol-3-yl}-5-hydroxy-2-methyl-2,3-dihydro-1H-isoindol-1-one CN(C)CC=1NC2=CC=CC=C2C1C1N(C(C2=CC=C(C=C12)O)=O)C